FC=1C(=NC(=NC1)N1CCNCC1)N1N=C(N=C1C)C(=O)O 1-(5-fluoro-2-(piperazin-1-yl)pyrimidin-4-yl)-5-methyl-1H-1,2,4-triazole-3-carboxylic acid